ClC=1C=C(C=C(C1)NS(=O)(=O)C)NC(=O)C=1SC(=C(C1)C1=NC=C(C=C1OCC1=CC(=CC(=C1)F)S(=O)(=O)CC)F)C N-(3-chloro-5-(methylsulfonamido)phenyl)-4-(3-((3-(ethylsulfonyl)-5-fluorobenzyl)oxy)-5-fluoropyridin-2-yl)-5-methylthiophene-2-carboxamide